CC(C(=O)[O-])(C(=O)C(=O)O)C dimethyloxaloacetate